FC(C1=NC(=C(C2=C1CN(C2)C(CC2CN(C2)C=2C=NC=CC2)=O)C)C)F 1-[4-(Difluoromethyl)-6,7-dimethyl-1,3-dihydro-2H-pyrrolo[3,4-c]pyridin-2-yl]-2-[1-(pyridin-3-yl)azetidin-3-yl]ethanon